2-{2-[2-(2-amino-acetyl)-1,2,3,4-tetrahydro-isoquinolin-7-ylamino]-5-bromo-pyrimidin-4-ylamino}-N-methyl-benzamide NCC(=O)N1CC2=CC(=CC=C2CC1)NC1=NC=C(C(=N1)NC1=C(C(=O)NC)C=CC=C1)Br